4,5'-carbonylbis(isobenzofuran-1,3-dione) C(=O)(C=1C=C2C(OC(C2=CC1)=O)=O)C1=C2C(OC(C2=CC=C1)=O)=O